(S)-ethyl 2-amino-4-phenylbutyrate N[C@H](C(=O)OCC)CCC1=CC=CC=C1